4-fluoro-N-{[3-fluoro-4-(propan-2-yl)phenyl](phenyl)methyl}-1-[2-(1-methyl-1H-1,2,3-triazol-4-yl)acetyl]pyrrolidine-2-carboxamide FC1CC(N(C1)C(CC=1N=NN(C1)C)=O)C(=O)NC(C1=CC=CC=C1)C1=CC(=C(C=C1)C(C)C)F